COC1C=CC2=CC=C(C=C12)C(C)(C)C methoxy-6-tert-butylinden